C(C)C1(C(OCC=2C(N3CC=4C(=NC=5C=C(C(=C6C5C4[C@H](CC6)NC([O-])=O)C)F)C3=CC21)=O)=O)O ((S)-9-ethyl-5-fluoro-9-hydroxy-4-methyl-10,13-dioxo-2,3,9,10,13,15-hexahydro-1H,12H-benzo[de]pyrano[3',4':6,7]indolizino[1,2-b]quinolin-1-yl)carbamate